N1=NC(C=C2C1=CC=N2)=O pyrrolo[3,2-c]pyridazin-3-one